zirconium dioxide manganese [Mn+2].[O-2].[O-2].[Zr+4]